(R)-6-methyl-2-(6'-(piperazin-1-yl)-[2,3'-bipyridin]-4-yl)-6,7-dihydrofuro[3,2-c]pyridin C[C@@H]1CC2=C(C=N1)C=C(O2)C2=CC(=NC=C2)C=2C=NC(=CC2)N2CCNCC2